N-((5-chloro-4-fluoro-6-(thiazol-4-ylmethoxy)-1H-indol-2-yl)methyl)-1-methylcyclopropane-1-carboxamide ClC=1C(=C2C=C(NC2=CC1OCC=1N=CSC1)CNC(=O)C1(CC1)C)F